FC(C1=NN=C(O1)C=1C=CC(=NC1)CN(S(=O)(=O)CC)C1=CC=C(C=C1)CN1CCN(CC1)S(=O)(=O)C)F N-((5-(5-(difluoromethyl)-1,3,4-oxadiazol-2-yl)pyridin-2-yl)methyl)-N-(4-((4-(methylsulfonyl)piperazin-1-yl)methyl)phenyl)ethanesulfonamide